ClC=1C(=CC(=C(C1)C1CCN(CC1)C(=O)OC(C)(C)C)F)OC tert-butyl 4-(5-chloro-2-fluoro-4-methoxy-phenyl)piperidine-1-carboxylate